(S)-3-(Boc-amino)-4-(4-trifluoromethylphenyl)butyric acid C(=O)(OC(C)(C)C)N[C@H](CC(=O)O)CC1=CC=C(C=C1)C(F)(F)F